6-[4-cyclopropylsulfonyl-2-(trifluoromethyl)piperazin-1-yl]-4-(3-methylmorpholine-4-yl)-1H-pyridin-2-one C1(CC1)S(=O)(=O)N1CC(N(CC1)C1=CC(=CC(N1)=O)N1C(COCC1)C)C(F)(F)F